(5-Chloro-2-(methylthio)phenyl)methanol ClC=1C=CC(=C(C1)CO)SC